(N-(1-(4-(4-oxo-3,4-dihydrophthalazin-1-yl)phenyl)ethyl)sulfamoyl)carbamic acid tert-butyl ester C(C)(C)(C)OC(NS(NC(C)C1=CC=C(C=C1)C1=NNC(C2=CC=CC=C12)=O)(=O)=O)=O